(3r,4r)-4-(6-amino-4-methylpyridazin-3-yl)-3-methylpiperidine-1-carboxylic acid tert-butyl ester C(C)(C)(C)OC(=O)N1C[C@@H]([C@@H](CC1)C=1N=NC(=CC1C)N)C